C1(=S)NNC(=S)S1 2,5-dithio-1,3,4-thiadiazole